C(C)OC(=O)[C@H]1N([C@H]2C[C@]2(C1)COCC(=O)OCC1=CC=CC=C1)C(=O)OC(C)(C)C (1S,3S,5R)-5-((2-(benzyloxy)-2-oxoethoxy)methyl)-2-azabicyclo[3.1.0]hexane-2,3-dicarboxylic acid 2-(tert-butyl) ester 3-ethyl ester